C(C)([Si](F)(F)C)[Si](C)(F)F 1,1'-Ethylidenebis[1,1-difluoro-1-methylsilane]